ClC=1C=CC2=C(N=C(O2)C=2C=C(C=CC2)NC(CC2=CC=C(C=C2)C)=O)C1 N-(3-(5-chlorobenzo[d]oxazol-2-yl)phenyl)-2-(p-tolyl)acetamide